N(=[N+]=[N-])C(C)C1=C(C=C(C(=O)OC)C=C1)F methyl 4-(1-azidoethyl)-3-fluorobenzoate